ClCCC(=O)C1=CC(=CC=C1)C(F)(F)F 3-chloro-1-(3-(trifluoromethyl)phenyl)propan-1-one